3-aminopropyltrimethoxyphosphane NCCCCOP(OC)OC